(2S,4R)-1-((S)-2-amino-3,3-dimethylbutanoyl)-4-hydroxy-N-((5-(4-methylthiazol-5-yl)pyridin-2-yl)methyl)pyrrolidine-2-carboxamide N[C@H](C(=O)N1[C@@H](C[C@H](C1)O)C(=O)NCC1=NC=C(C=C1)C1=C(N=CS1)C)C(C)(C)C